N[C@@H](CCCCN(C(OC(C)(C)C)=O)C)CN1C(C2=CC3=C(N=CC=C3N2CC1)OCC(F)(F)F)=O tert-butyl N-[(5S)-5-amino-6-[10-oxo-6-(2,2,2-trifluoroethoxy)-1,5,11-triazatricyclo[7.4.0.02,7]trideca-2,4,6,8-tetraen-11-yl]hexyl]-N-methyl-carbamate